NC1=NC(=C2N=CN(C2=N1)[C@H]1C=C[C@H](C1)CO[P@@](=O)(OC1=CC=CC=C1)N[C@@H](C)C(=O)OC(C)C)NCCN(C)C Isopropyl ((R)-(((1S,4R)-4-(2-amino-6-((2-(dimethylamino)ethyl)amino)-9H-purin-9-yl)cyclopent-2-en-1-yl)methoxy)(phenoxy)phosphoryl)-L-alaninate